C(C1=CC=CC=C1)N1C(C2=CC=C(C=C2C=C1)C1=COC=C1)=O 2-benzyl-6-(furan-3-yl)isoquinolin-1(2H)-one